tetra-n-hexyl-phosphonium hydroxide [OH-].C(CCCCC)[P+](CCCCCC)(CCCCCC)CCCCCC